FC(S(=O)(=O)[O-])(F)F.[La+3].FC(S(=O)(=O)[O-])(F)F.FC(S(=O)(=O)[O-])(F)F lanthanum trifluoromethanesulfonate salt